(1R,3S,5R)-2-(2-(3-acetyl-7-methyl-5-(2-methylpyrimidin-5-yl)-1H-indazol-1-yl)acetyl)-5-methyl-N-(4-methylbenzyl)-2-azabicyclo[3.1.0]hexane-3-carboxamide C(C)(=O)C1=NN(C2=C(C=C(C=C12)C=1C=NC(=NC1)C)C)CC(=O)N1[C@@H]2C[C@@]2(C[C@H]1C(=O)NCC1=CC=C(C=C1)C)C